ClC1=CC=C(C=N1)CN(C1=CC(OC1)=O)C1=CC(=CC=C1)F 4-(((6-chloropyridin-3-yl)methyl)(3-fluorophenyl)amino)furan-2(5H)-one